O=C1NC(CCC1N1C(C2=CC=C(C=C2C1=O)N1CCN(CC1)CC1CCN(CC1)C=1C(=CC2=C(C(C=3NC4=CC(=CC=C4C3C2=O)C#N)(C)C)C1)CC)=O)=O 8-(4-((4-(2-(2,6-dioxopiperidin-3-yl)-1,3-dioxoisoindolin-5-yl)piperazin-1-yl)methyl)piperidin-1-yl)-9-ethyl-6,6-dimethyl-11-oxo-6,11-dihydro-5H-benzo[b]carbazole-3-carbonitrile